C(C)N(CC)C1=CC=C(C(=O)C2=CC=CC=C2)C=C1 4-(N,N-diethylamino)benzophenone